4-[(2R)-2-(4-chloro-2-fluorophenyl)-2-methyl-1,3-benzodioxol-4-yl]piperidine, methanesulfonate salt CS(=O)(=O)O.ClC1=CC(=C(C=C1)[C@]1(OC2=C(O1)C=CC=C2C2CCNCC2)C)F